C(CC)OC1=C(C(=O)O[C@@H]1[C@@H](O)CO)O n-propyl-ascorbate